ClC1=CC=C(C=C1)[C@H]1C[C@@H](CO1)C1=NOC(=N1)CN1C(C=2N(C=C1)C(C=CC2)=O)=O |r| 2-[[3-[rac-(3R,5R)-5-(4-chlorophenyl)tetrahydro-furan-3-yl]-1,2,4-oxadiazol-5-yl]methyl]pyrido[1,2-a]pyrazine-1,6-dione